C1(=CC=CC=C1)P(C1=CC=CC=C1)(C1=CC=CC=C1)=O tri-phenyl-phosphine oxide